3-(3-pyridyl)-D-alanine N1=CC(=CC=C1)C[C@@H](N)C(=O)O